CC(CCCCCC)OC1=CC(=CC=C1)CCCCCCCCCCCCCCC 1-(octan-2-yloxy)-3-pentadecylbenzene